C(=O)(N1N=CC=C1)N1N=CC=C1 1,1'-carbonyldi-1H-pyrazole